4,4-bis-(5-heptyl)-2,2-bipyridine CCCCC(CC)C1(CC(=NC=C1)C1=NC=CC=C1)C(CCCC)CC